N1=NOO1 Dioxadiaza-cyclobutene